(Z)-3-(2-((tert-butoxycarbonyl)amino)acetoxy)propane-1,2-diyl bis(2-((Z)-hexadec-9-enamido)acetate) C(CCCCCCC\C=C/CCCCCC)(=O)NCC(=O)OCC(COC(CNC(=O)OC(C)(C)C)=O)OC(CNC(CCCCCCC\C=C/CCCCCC)=O)=O